N-((1S,3R)-3-((2'-(benzyloxy)-6-chloro-3',5'-difluoro-[1,1'-biphenyl]-3-yl)methyl)-3-(4-(chloromethyl)oxazol-2-yl)cyclopentyl)methanesulfonamide C(C1=CC=CC=C1)OC1=C(C=C(C=C1F)F)C1=CC(=CC=C1Cl)C[C@]1(C[C@H](CC1)NS(=O)(=O)C)C=1OC=C(N1)CCl